2-(6,7-dihydro-4H-pyrazolo[5,1-c][1,4]oxazin-3-yl)-N-(5-(2-(2,2-dimethylpyrrolidin-1-yl)acetamido)-2-methylpyridin-3-yl)pyrazolo[5,1-b]thiazole-7-carboxamide N1=CC(=C2COCCN21)C2=CN1C(S2)=C(C=N1)C(=O)NC=1C(=NC=C(C1)NC(CN1C(CCC1)(C)C)=O)C